ClC=1C=NN(C(C1Cl)=O)C(C(=O)NC1=CC(=C(C=C1)C)S(=O)(=O)N1CCN(CCC1)C)C 2-(4,5-Dichloro-6-oxopyridazin-1(6H)-yl)-N-(4-methyl-3-((4-methyl-1,4-diazepan-1-yl)sulfonyl)phenyl)propanamide